1,1-Difluoro-N-[4-[5-[2-[[(3S,5S)-5-fluoro-1-methyl-3-piperidyl]amino]pyrimidin-4-yl]-2-methyl-thiazol-4-yl]oxy-1-naphthyl]methanesulfonamide FC(S(=O)(=O)NC1=CC=C(C2=CC=CC=C12)OC=1N=C(SC1C1=NC(=NC=C1)N[C@@H]1CN(C[C@H](C1)F)C)C)F